[Cl-].C(C=C)(=O)CCC[N+](C)(C)C 3-acryloylpropyl-trimethyl-ammonium chloride